(2-methylindan-2-yl)pyrazolo[1,5-a]pyrimidine-3,7-dicarboxamide CC1(CC2=CC=CC=C2C1)C1=NN2C(N=CC=C2C(=O)N)=C1C(=O)N